C(C)(C)(C)OC(=O)N1CCC(CC1)(C)C#CC1=C(C=C2C(=NC=NC2=C1)NC1=C(C(=CC=C1)Cl)F)[N+](=O)[O-].C(C1=CC=CC=C1)N1C(O/C(/C1=O)=C(/C1=CC=C(C=C1)C)\C1=CC=CC=C1)=O (E)-3-benzyl-5-(phenyl-(p-tolyl)methylene)oxazolidine-2,4-dione tert-butyl-4-((4-((3-chloro-2-fluorophenyl)amino)-6-nitroquinazolin-7-yl)ethynyl)-4-methylpiperidine-1-carboxylate